(S)-N-(2-(2-cyanopyrrolidin-1-yl)-2-oxoethyl)-6-hydroxyquinazoline-4-carboxamide C(#N)[C@H]1N(CCC1)C(CNC(=O)C1=NC=NC2=CC=C(C=C12)O)=O